(2S,3R,4R)-1-acetyl-N-(2-((tert-butyldimethylsilyl)oxy)ethyl)-2-cyclopropyl-3-methyl-4-((4-methylpyridin-2-yl)amino)-1,2,3,4-tetrahydroquinoline-6-carboxamide C(C)(=O)N1[C@H]([C@@H]([C@H](C2=CC(=CC=C12)C(=O)NCCO[Si](C)(C)C(C)(C)C)NC1=NC=CC(=C1)C)C)C1CC1